acryloxyphenylboronic acid C(C=C)(=O)OC1=C(C=CC=C1)B(O)O